imidazo[1,2-a]pyrazine-2-carbaldehyde N=1C(=CN2C1C=NC=C2)C=O